P(=O)([O-])([O-])O.P(=O)(O)(O)O.[NH4+].[NH4+] diammonium phosphate, phosphate salt